OC(C)C=1C=C(CN2N=CC3=C(C2=O)N(C2=C3CCN(C2)S(=O)(=O)C)C)C=CC1 3-(3-(1-hydroxyethyl)benzyl)-5-methyl-7-(methylsulfonyl)-3,5,6,7,8,9-hexahydro-4H-pyrido[4',3':4,5]pyrrolo[2,3-d]pyridazin-4-one